C(#N)C1=C(C=CC=C1)[C@H]1CC[C@H](N1C(=O)C1=CC=C(C=C1)C1=C(C=CC=C1)OC)C(=O)O (2S,5R)-5-(2-cyanophenyl)-1-(2'-methoxy-[1,1'-biphenyl]-4-carbonyl)pyrrolidine-2-carboxylic acid